C(OC=1C=C(C=CC1)NN)([2H])([2H])[2H] 3-methoxy-d3-phenylhydrazine